O=C1NC(CCC1C1=NN(C2=CC(=CC=C12)N1CCN(CC1)CC=O)C)=O 2-[4-[3-(2,6-Dioxo-3-piperidyl)-1-methyl-indazol-6-yl]piperazin-1-yl]acetaldehyde